C(C)N(CCCO)C 3-(ethyl(methyl)amino)propan-1-ol